COC=1C(=C2C=CNC2=C(C1)C)CN1[C@H](C[C@H](CC1)OC1COC1)C1=CC=C(C(=O)O)C=C1 4-((2R,4S)-1-((5-methoxy-7-methyl-1H-indol-4-yl)methyl)-4-(oxetan-3-yloxy)piperidin-2-yl)benzoic acid